O=C1N(C(C2=CC=CC=C12)=O)CC(=O)Cl (1,3-Dioxoisoindolin-2-yl)acetyl chloride